4-(3-aminopyridin-4-yl)-N-(5-chloro-6-(2H-1,2,3-triazol-2-yl)pyridin-3-yl)-5-fluoro-2-methyl-benzamide NC=1C=NC=CC1C1=CC(=C(C(=O)NC=2C=NC(=C(C2)Cl)N2N=CC=N2)C=C1F)C